1-(6,7-dichloro-1-(hydroxymethyl)-8-methoxy-1,3-dihydro-2H-pyrrolo[3,4-c]quinolin-2-yl)-2-hydroxyethan-1-one ClC1=C(C(=CC=2C3=C(C=NC12)CN(C3CO)C(CO)=O)OC)Cl